Methyl-2-cyano-2-(6-oxaspiro[4.5]decan-9-ylidene)acetate COC(C(=C1CCOC2(CCCC2)C1)C#N)=O